(tetrahydro-2H-pyran-3-yl)methanone O1CC(CCC1)C=O